benzyl 3-(benzyloxy)-5-bromo-2-methylpyridine-4-carboxylate C(C1=CC=CC=C1)OC=1C(=NC=C(C1C(=O)OCC1=CC=CC=C1)Br)C